dihydropyrrolo[1,2-b]thieno[2,3-d]pyrazole S1CCC2=C1C=1N(N2)C=CC1